C1(C(C(C(C(C1)([2H])[2H])([2H])[2H])([2H])[2H])([2H])[2H])([2H])C1(C(=C(C(=C(N1)[2H])[2H])[2H])[2H])C1(C(C(C(C(C1)([2H])[2H])([2H])[2H])([2H])[2H])([2H])[2H])[2H] (diphenyl-d9)pyridine-d4